C(C(C)C)N1C(SC2=C1C=CC=C2)SC N-isobutyl-2-(methylthio)benzo[d]thiazole